ethyl (R)-4-(3,4-difluoro-2-methylphenyl)-6-methyl-6-(trifluoromethyl)-5,6-dihydro-2H-pyran-3-carboxylate FC=1C(=C(C=CC1F)C1=C(CO[C@](C1)(C(F)(F)F)C)C(=O)OCC)C